C1=C(C=CC2=CC=CC=C12)C(=O)N[C@@H](C(=O)N1[C@@H](C[C@@H](C1)N1N=NC=C1C(C)(C)O)C(=O)NC(CNC(OCC1=CC=CC=C1)=O)C(C(=O)N)=O)CC1CCCCC1 Benzyl (2-((2S,4S)-1-((R)-2-(2-naphthamido)-3-cyclohexylpropanoyl)-4-(5-(2-hydroxypropan-2-yl)-1H-1,2,3-triazol-1-yl)pyrrolidin-2-carboxamido)-4-amino-3,4-dioxobutyl)carbamat